Br(=O)(=O)[O-].CN1N=NN=C1.[Cu+2].Br(=O)(=O)[O-] copper (1-methyl-1H-tetrazole) bromate